C(=C)(C)C=1C=CC(=NC1)C=1C=C(C=CC1NC1=NC=C(C=C1)C(F)(F)F)S(=O)(=O)N(C)CC1=CC=C(C=C1)OC 3-(5-Isopropenyl-2-pyridyl)-N-[(4-methoxyphenyl)methyl]-N-methyl-4-[[5-(trifluoromethyl)-2-pyridyl]amino]benzenesulfonamide